(2S,4R)-4-fluoro-N-((R)-(3-fluoro-4-(1-methylcyclopropyl)phenyl)(phenyl)methyl)-1-(2-(5-methyl-2,4-dioxo-3,4-dihydropyrimidin-1(2H)-yl)acetyl)pyrrolidine-2-carboxamide F[C@@H]1C[C@H](N(C1)C(CN1C(NC(C(=C1)C)=O)=O)=O)C(=O)N[C@H](C1=CC=CC=C1)C1=CC(=C(C=C1)C1(CC1)C)F